C(#C)[C@H]1C[C@@H]([C@H](N1C(=O)OCC[Si](C)(C)C)C)O 2-(Trimethylsilyl)ethyl (2R,3S,5R)-5-ethynyl-3-hydroxy-2-methylpyrrolidine-1-carboxylate